C(C=C)OC1CCN(CC1)C(=O)OC(C)(C)C tert-Butyl 4-(allyloxy)piperidine-1-carboxylate